bicyclo[1.1.1]pentane-1-carboxylic acid benzyl ester C(C1=CC=CC=C1)OC(=O)C12CC(C1)C2